S(=O)(=O)(OC1=CC(=NC=2N(C(N(C(C21)=O)C)=O)C)N2CCOCC2)C2=CC=C(C)C=C2 1,3-dimethyl-7-morpholinyl-2,4-dioxo-1,2,3,4-tetrahydropyrido[2,3-d]pyrimidine-5-yl tosylate